6-(3-(3,5-dimethylisoxazol-4-yl)-7,8-dihydro-1,6-naphthyridin-6(5H)-yl)-5-methylpyridazine-3-carbonitrile CC1=NOC(=C1C=1C=NC=2CCN(CC2C1)C1=C(C=C(N=N1)C#N)C)C